(S)-7-(4-methoxybenzyl)-4-methyl-5,7-dihydro-4H-isoxazolo[5,4-e]indazole-3-carboxylate COC1=CC=C(CN2N=C3C[C@@H](C4=C(C3=C2)ON=C4C(=O)[O-])C)C=C1